(R)-5-((1-(4-(3-(Methylamino)pyrrolidin-1-yl)phenyl)-1H-imidazol-4-yl)amino)pyrazine-2-carbonitrile CN[C@H]1CN(CC1)C1=CC=C(C=C1)N1C=NC(=C1)NC=1N=CC(=NC1)C#N